C(C1=CC=CC=C1)OC=1C=CC2=C(O[C@@H](CO2)CNC2CCN(CC2)CC2=CC=CC=C2)C1 ((R)-7-Benzyloxy-2,3-dihydro-benzo[1,4]dioxin-2-ylmethyl)-(1-benzyl-piperidin-4-yl)-amine